O=C1N(C(C2=CC=CC=C12)=O)CC(C(=O)NC1=CC=2C(=CN=CC2)S1)C1=CC=C(C=C1)CCCCO[Si](C(C)C)(C(C)C)C(C)C 3-(1,3-Dioxoisoindolin-2-yl)-N-(thieno[2,3-c]pyridin-2-yl)-2-(4-(4-((triisopropylsilyl)oxy)butyl)phenyl)propanamide